xanthene-4,5-diylbis(diphenylphosphane) C1=CC=C(C=2OC3=C(C=CC=C3CC12)P(C1=CC=CC=C1)C1=CC=CC=C1)P(C1=CC=CC=C1)C1=CC=CC=C1